(2S,3R)-1-diphenylmethyl-3-(oxetan-3-yl)aziridine-2-carboxylic acid ethyl ester C(C)OC(=O)[C@H]1N([C@@H]1C1COC1)C(C1=CC=CC=C1)C1=CC=CC=C1